CC1=CC=CC(=N1)C=1N=C2N(CC(N2)C(=O)O)C1C1=CC=2C=NC=CC2S1 6-(6-Methylpyridin-2-yl)-5-{thieno[3,2-c]pyridin-2-yl}-1H,2H,3H-imidazo[1,2-a][1,3]diazole-2-carboxylic acid